C1(CCC2=CC=CC=C12)N 2,3-dihydro-1H-indene-1-amine